FC1=CC=CC=2C(=N[C@@H](C(NC21)=O)NC(=O)C=2C(=NN1C2O[C@@H](CC1)C)C=1C=NN(C1)CC(C)(C)O)C1=CC=CC=C1 (5R)-N-[(3S)-9-fluoro-2-oxo-5-phenyl-1,3-dihydro-1,4-benzodiazepine-3-yl]-2-[1-(2-hydroxy-2-methylpropyl)pyrazol-4-yl]-5-methyl-6,7-dihydro-5H-pyrazolo[5,1-b][1,3]Oxazine-3-carboxamide